C(C1=CC=CC=C1)C1=C2N(C=C(N1)C=1C=C(C(=O)O)C=CC1)C(C(=N2)CC=2OC=CC2)=O 3-(8-benzyl-2-(furan-2-ylmethyl)-3-oxo-3,7-dihydroimidazo[1,2-a]pyrazin-6-yl)benzoic acid